CCCCN1C(=O)C2=CC=CC=C2S1 2-butyl-benzo[d]isothiazolin-3-one